ClC=1C=C(C=CC1C(=O)N1CCN(CC1)C(=O)C1C[N+](CC1)(C)C)NC(=O)C=1N(C(=CN1)C=1C(=NC(=C(C1)F)N(C)C)F)C N-[3-chloro-4-[4-(1,1-dimethylpyrrolidin-1-ium-3-carbonyl)piperazine-1-carbonyl]phenyl]-5-[6-(dimethylamino)-2,5-difluoro-3-pyridyl]-1-methyl-imidazole-2-carboxamide